COC([C@H](C)NC(=O)C1C(C2=CC=C(C=C2C1=O)C(=O)C=1C=C2C(C(C(C2=CC1)=O)C(=O)N[C@H](C(=O)OC)C)=O)=O)=O methyl (2S)-2-{[5-(2-{[(2S)-1-methoxy-1-oxopropan-2-yl]carbamoyl}-1,3-dioxo-2,3-dihydro-1H-indene-5-carbonyl)-1,3-dioxo-2,3-dihydro-1H-inden-2-yl]formamido}propanoate